C[C@H](C1=CC=NC=C1)O (R)-(+)-α-Methyl-4-pyridinemethanol